3-(3-isopropylphenyl)butyraldehyde C(C)(C)C=1C=C(C=CC1)C(CC=O)C